ONC(CCNCCN1C(=NCC1)CCC)=O N-hydroxy-3-((2-(2-propyl-4,5-dihydro-1H-imidazol-1-yl)ethyl)amino)propanamide